5-(4-(difluoromethyl)-6-(((S)-1,1,1-trifluoropropan-2-yl)amino)pyridin-3-yl)thiazole-2-carboxylic acid ethyl ester C(C)OC(=O)C=1SC(=CN1)C=1C=NC(=CC1C(F)F)N[C@H](C(F)(F)F)C